perfluorophenyl-3-(2-(2-(3-(2,5-dioxo-2,5-dihydro-1H-pyrrol-1-yl)propanamido)ethoxy)ethoxy)propanoate FC(C(=O)[O-])(C(OC(C(OC(C(NC(C(C(N1C(C(=C(C1=O)F)F)=O)(F)F)(F)F)=O)(F)F)(F)F)(F)F)(F)F)(F)F)C1=C(C(=C(C(=C1F)F)F)F)F